C(C)(C)(C)OC(=O)N[C@H]1CN(CC[C@@H]1F)C(=O)OCC1=CC=CC=C1 benzyl (3s,4s)-3-(tert-butoxycarbonylamino)-4-fluoro-piperidine-1-carboxylate